3-bromo-5,7-difluoro-1H-indole-1-carboxylic acid tert-butyl ester C(C)(C)(C)OC(=O)N1C=C(C2=CC(=CC(=C12)F)F)Br